COC(=O)C=1C=C2C(CC3(CCC4(SCCCS4)CC3)OC2=CC1C(=O)OC)O 4-hydroxydispiro[chroman-2,1'-cyclohexane-4',2''-[1,3]dithiane]-6,7-dicarboxylic Acid Dimethyl Ester